2-[2-(benzhydrylamino)-4-isopropyl-7-oxo-thieno[2,3-d]pyridazin-6-yl]acetic acid ethyl ester C(C)OC(CN1N=C(C2=C(C1=O)SC(=C2)NC(C2=CC=CC=C2)C2=CC=CC=C2)C(C)C)=O